2-chloro-4-fluoro-5-(5-tert-butyl-2-oxo-1,3,4-oxadiazol-3(2H)-yl)toluene ClC1=C(C)C=C(C(=C1)F)N1C(OC(=N1)C(C)(C)C)=O